(2E)-2-[(3-Methoxy-1,4-dioxo-1,4-dihydronaphthalen-2-yl)methyliden]-N-methoxypentanamid COC1=C(C(C2=CC=CC=C2C1=O)=O)\C=C(\C(=O)NOC)/CCC